(1s,4s)-4-(3-chloroanilino)-2'-(3-phenylpropoxy)-2',3'-dihydrospiro[cyclohexane-1,1'-indene]-4-carboxylic acid ClC=1C=C(NC2(CCC3(C(CC4=CC=CC=C34)OCCCC3=CC=CC=C3)CC2)C(=O)O)C=CC1